1-benzoyl-3-(3,4-dichlorophenyl)piperidin C(C1=CC=CC=C1)(=O)N1CC(CCC1)C1=CC(=C(C=C1)Cl)Cl